(1-phenylisoquinolyl)iridium C1(=CC=CC=C1)C1=NC(=CC2=CC=CC=C12)[Ir]